N-(5,6-Dimethoxy-benzothiazol-2-yl)-2-(4-ethanesulfonyl-phenyl)-2-(2-methoxy-phenylamino)-acetamide COC=1C(=CC2=C(N=C(S2)NC(C(NC2=C(C=CC=C2)OC)C2=CC=C(C=C2)S(=O)(=O)CC)=O)C1)OC